(S)-2-(5-(hydroxymethyl)thiophen-3-yl)-N-(2-methyl-5-(2-(2-methylpyrrolidin-1-yl)acetamido)pyridin-3-yl)-1H-pyrrolo[2,3-b]pyridine-5-carboxamide OCC1=CC(=CS1)C1=CC=2C(=NC=C(C2)C(=O)NC=2C(=NC=C(C2)NC(CN2[C@H](CCC2)C)=O)C)N1